5-((tert-butoxycarbonyl)(butyl)amino)-[1,1'-biphenyl] C(C)(C)(C)OC(=O)N(C=1C=CC=C(C1)C1=CC=CC=C1)CCCC